methyl 2-{4-chloro-3-[(2,6-dimethyl-4-{2-[(2R)-oxan-2-yl]ethoxy}benzene-1-carbothioyl)amino]phenyl}-2-methylpropanoate ClC1=C(C=C(C=C1)C(C(=O)OC)(C)C)NC(=S)C1=C(C=C(C=C1C)OCC[C@@H]1OCCCC1)C